ClC1=CNC2=C(C=CC(=C12)Cl)C1=C(C=CC=C1S(=O)(=O)N1CCN(CC1)C(C(F)(F)F)=O)S(=O)(=O)N (3,4-dichloro-1H-indol-7-yl)-3-((4-(2,2,2-trifluoroacetyl)piperazin-1-yl)sulfonyl)benzenesulfonamide